butylmethylimidazole bromide [Br-].C(CCC)C=1N=C(NC1)C